(2R,4S)-3-methyl-2-((R)-2-phenyl-4,5-dihydrothiazol-4-yl)thiazolidine-4-carboxylic acid CN1[C@H](SC[C@@H]1C(=O)O)[C@@H]1N=C(SC1)C1=CC=CC=C1